C1(CC1)N1N=C(C=2CN3CCC(C21)CC3)S(=O)(=O)NC(NC3=C2CCCC2=CC=C3C3=CC(=NC=C3)OC)=O 1-cyclopropyl-N-((5-(2-methoxypyridin-4-yl)-2,3-dihydro-1H-inden-4-yl)carbamoyl)-4,6,7,8-tetrahydro-1H-5,8-ethanopyrazolo[4,3-c]azepine-3-sulfonamide